FC(CN1CC2(CN(C2)C(=O)C2=CC3=CC=CC(=C3C=C2)OC2=CC=C(C=C2)C(F)(F)F)C1)F (6-(2,2-Difluoroethyl)-2,6-diazaspiro[3.3]heptan-2-yl)(5-(4-(trifluoromethyl)phenoxy)naphthalen-2-yl)methanone